C1(CCCCC1)C1=NC(=CC(=C1)N(C1=CC=C(C(=O)O)C=C1)C)C1CCCCC1 4-((2,6-dicyclohexylpyridin-4-yl)(methyl)amino)benzoic acid